8-methoxy-2-oxo-2H-[1,3]oxazino[5,4-c][1,8]naphthyridine COC=1C=CC=2C=3C(C=NC2N1)=COC(N3)=O